(3R,4S)-4-allyl-3-(benzyloxycarbonylamino)pyrrolidine-1,3-dicarboxylic acid 3-benzyl ester 1-tert-butyl ester C(C)(C)(C)OC(=O)N1C[C@]([C@H](C1)CC=C)(C(=O)OCC1=CC=CC=C1)NC(=O)OCC1=CC=CC=C1